3,3-bis(bromomethyl)-3,4-dihydro-2H-thieno[3,4-b][1,4]dioxepin BrCC1(COC=2C(OC1)=CSC2)CBr